C(C)C(COC(CCCCC(=O)OCC(CCCC)CC)=O)CCCC Bis(2-ethylhexyl)adipat